({5-[4-(Trifluoromethyl)phenyl]-1H-imidazol-2-yl}methyl)carbamic acid tert-butyl ester C(C)(C)(C)OC(NCC=1NC(=CN1)C1=CC=C(C=C1)C(F)(F)F)=O